N-(1-(methylsulfonyl)indol-7-yl)pyrimidine-2,4-diamine CS(=O)(=O)N1C=CC2=CC=CC(=C12)NC1=NC=CC(=N1)N